ClC=1C=C(C=CC1)C1=NC(=NC=C1S(=O)(=O)C)N 4-(3-chlorophenyl)-5-(methylsulfonyl)-pyrimidin-2-amine